(R)-N-(3-cyano-4-fluorophenyl)-5-(2-oxo-2-((1,1,1-trifluoroprop-2-yl)amino)acetyl)-2,3-dihydro-1H-pyrrolizine-7-carboxamide C(#N)C=1C=C(C=CC1F)NC(=O)C=1C=C(N2CCCC12)C(C(N[C@@H](C(F)(F)F)C)=O)=O